6-methyl-N-({5-[5-(trifluoromethyl)-1,2,4-oxadiazol-3-yl]pyridin-2-yl}methyl)pyridazin-3-amine CC1=CC=C(N=N1)NCC1=NC=C(C=C1)C1=NOC(=N1)C(F)(F)F